2-methyl-2-(trifluoromethyl)pent-4-enoic acid CC(C(=O)O)(CC=C)C(F)(F)F